zinc 4-methylbenzene-1,2-diamine chloride [Cl-].CC=1C=C(C(=CC1)N)N.[Zn+2].[Cl-]